NCC(CS(=O)(=O)O)O.O(C1=CC=CC=C1)CCC(=O)N[C@@H](C)C(=O)N1[C@@H](CCC1)C(=O)N (S)-1-((3-phenoxypropionyl)-L-alanyl)pyrrolidine-2-carboxamide 3-amino-2-hydroxypropane-1-sulfonate